C(=C)C=1C=CC=C(C1C(=O)O)C(=O)O 6-vinyl-phthalic acid